ClC=1C=NC(=NC1)NC1CCN(CC1)S(=O)(=O)C=1C=C(CN2CC3(CN(C3)C3=CC=C4C(=NN(C4=C3)C)N3C(NC(CC3)=O)=O)C2)C=CC1 1-(6-(6-(3-((4-((5-chloropyrimidin-2-yl)amino)piperidin-1-yl)sulfonyl)benzyl)-2,6-diazaspiro[3.3]heptan-2-yl)-1-methyl-1H-indazol-3-yl)dihydropyrimidine-2,4(1H,3H)-dione